ortho-phenylene-dimaleimide C1(=C(C=CC=C1)C=1C(=O)NC(C1)=O)C=1C(=O)NC(C1)=O